[Si](C1=CC=CC=C1)(C1=CC=CC=C1)(C(C)(C)C)O[C@@H]1[C@H]2[C@@H](N([C@@H]([C@@H]1O[Si](C1=CC=CC=C1)(C1=CC=CC=C1)C(C)(C)C)C2)C(=O)OC(C)(C)C)C(=O)OC 2-(tert-butyl) 3-methyl (1R,3R,4R,5R,6S)-5,6-bis((tert-butyldiphenylsilyl)oxy)-2-azabicyclo[2.2.1]heptane-2,3-dicarboxylate